nicotinic acid ammonium nicotinate C(C1=CN=CC=C1)(=O)[O-].[NH4+].C(C1=CN=CC=C1)(=O)O